C1(CC1)C=1N=CN(C1)C=1C(=CC(=C(C(=O)NC2=NC(=CC=C2)C2=NN=C(N2C(C)C)C)C1)F)C 5-(4-Cyclopropyl-1H-imidazol-1-yl)-2-fluoro-N-(6-(4-isopropyl-5-methyl-4H-1,2,4-triazol-3-yl)pyridin-2-yl)-4-methylbenzamide